CCCCC/C=C\\C=C\\[C@@H](C/C=C\\C/C=C\\CCCC(=O)O[C@H](CO)COP(=O)(O)OCCN)O The molecule is a 2-acyl-sn-glycero-3-phosphoethanolamine in which the acyl group is specified as (11R)-hydroxy-(5Z,8Z,12E,14Z)-icosatetraenoyl. It derives from an 11(R)-HETE. It is a tautomer of a 2-[(11R)-hydroxy-(5Z,8Z,12E,14Z)-icosatetraenoyl]-sn-glycero-3-phosphoethanolamine zwitterion.